NC=1C=C(CNC(=O)NC=2SC=C(N2)C(C)(C)C2=CC=C(C=C2)Br)C=CC1N1CCNCC1 1-(3-amino-4-(piperazin-1-yl)benzyl)-3-(4-(2-(4-bromophenyl)propan-2-yl)thiazol-2-yl)urea